tert-butyl (S)-2-carbamothioyl-4,4-difluoropyrrolidine-1-carboxylate C(N)(=S)[C@H]1N(CC(C1)(F)F)C(=O)OC(C)(C)C